O=C1CN(CC[NH2+]1)C(=O)[O-] 3-oxopiperazin-4-ium-1-carboxylate